FC1(C2C(N(C1)C(=O)OCC1=CC=CC=C1)CN(C2)C(=O)OC(C)(C)C)F 1-Benzyl 5-(tert-butyl) 3,3-difluorohexahydro-pyrrolo[3,4-b]pyrrole-1,5-dicarboxylate